CN(C1CCCCC1(C)NC)C 6-dimethylamino-1,N-dimethylcyclohexylamine